COC([C@@H](N(C)C(=O)N1CCNCCC1)C(C)C)=O N-(1,4-diazepan-1-carbonyl)-N-methyl-L-valine methyl ester